4-(2-hydroxyethyl)-1-hydroxyethylpiperazineethanesulfonic acid OCCN1CC(N(CC1)CCS(=O)(=O)O)C(C)O